nickel-palladium-platinum [Pt].[Pd].[Ni]